CCCC/C(=N/OS(=O)(=O)[O-])/S[C@H]1[C@@H]([C@H]([C@@H]([C@H](O1)CO)O)O)O The molecule is an alkylglucosinolate that is the conjugate base of butylglucosinolic acid. It is a conjugate base of a butylglucosinolic acid.